3-(methacryloxypropyl)propyldimethylethoxysilane C(C(=C)C)(=O)OCCCCCC[Si](OCC)(C)C